N-[2-chloro-4-(4-{[2-(dimethylamino)ethyl]amino}-3-methyl-1H-pyrazolo[3,4-d]pyrimidin-6-yl)phenyl]-4-methoxypyridine-2-sulfonamide ClC1=C(C=CC(=C1)C1=NC(=C2C(=N1)NN=C2C)NCCN(C)C)NS(=O)(=O)C2=NC=CC(=C2)OC